(S)-6-(cyclohex-1-en-1-yl)-3-(1-hydroxy-prop-2-yl)-8-(pyridin-3-yl)pyrido[3,4-d]pyrimidin-4(3H)-one C1(=CCCCC1)C1=CC2=C(N=CN(C2=O)[C@H](CO)C)C(=N1)C=1C=NC=CC1